methyl-6-[(1-methyl-1H-pyrazol-3-yl)amino]pyridazine-3-carboxamide CC1=C(N=NC(=C1)NC1=NN(C=C1)C)C(=O)N